4,4'-(6-(2-(Difluoromethyl)-1H-benzo[d]imidazol-1-yl)-1,3,5-triazine-2,4-diyl)dimorpholine FC(C1=NC2=C(N1C1=NC(=NC(=N1)N1CCOCC1)N1CCOCC1)C=CC=C2)F